Cl.FCCCN1CC(C1)=CC1=CC=C(C=C1)C1=C(CCCC2=C1C=CC(=C2)C(=O)O)C2=C(C=CC=C2)C(F)(F)F 9-(4-((1-(3-fluoropropyl)azetidin-3-ylidene)methyl)phenyl)-8-(2-(trifluoromethyl)phenyl)-6,7-dihydro-5H-benzo[7]annulene-3-carboxylic acid hydrochloride